(R)-4-cyclopropyl-N-((5-(pyrazolo[1,5-a]pyridin-6-yl)-2,3-dihydro-1H-inden-4-yl)carbamoyl)-6,7-dihydro-4H-pyrazolo[5,1-c][1,4]oxazine-2-sulfonamide C1(CC1)[C@H]1OCCN2C1=CC(=N2)S(=O)(=O)NC(NC2=C1CCCC1=CC=C2C=2C=CC=1N(C2)N=CC1)=O